2-propyl-azophenol C(CC)C1(C(C=CC=C1)O)N=NC1=C(C=CC=C1)O